CC(C)N1C2=NC(=NC(=C2N=C1)NCC1=CC=C(C=C1)C1=NC=CC=C1)N[C@@H](CO)CC (2R)-2-({9-(1-methylethyl)-6-[(4-pyridin-2-ylbenzyl)amino]-9H-purin-2-yl}amino)butan-1-ol